C(C)(C)(C)C1=CC=C(C(=O)NC2=C(OC3=C2C=C(C=C3)C3=CC=C(C=C3)C(F)(F)F)C(=O)O)C=C1 3-(4-(tert-butyl)benzoylamino)-5-(4-(trifluoromethyl)phenyl)benzofuran-2-carboxylic acid